7-Ethyl-4-(4-fluoro-3-(4-methoxy-1,2-dimethyl-1H-benzo[d]imidazol-5-yl)phenyl)-7H-imidazo[4,5-c]pyridazine C(C)N1C=NC2=C1N=NC=C2C2=CC(=C(C=C2)F)C2=C(C1=C(N(C(=N1)C)C)C=C2)OC